FC=1C=NC(=NC1)NC1=NC=C(C=C1)N1CC2(CCN2C)C1 5-fluoro-N-[5-(1-methyl-1,6-diazaspiro[3.3]hept-6-yl)pyridin-2-yl]pyrimidin-2-amine